COC1=C(C=CC2=NC(=NC(=N2)C(Cl)(Cl)Cl)C(Cl)(Cl)Cl)C=CC(=C1)OC 2-(2',4'-dimethoxystyryl)-4,6-bis(trichloromethyl)-s-triazine